9-(1-trityl-1H-imidazol-4-yl)non-8-enoic acid C(C1=CC=CC=C1)(C1=CC=CC=C1)(C1=CC=CC=C1)N1C=NC(=C1)C=CCCCCCCC(=O)O